2-[[2,5-Difluoro-4-[6-[(1-methyl-6-oxo-3-pyridyl)methoxy]-2-pyridyl]phenyl]methyl]-7-(2-methoxyethoxy)-3-[[oxetan-2-yl]methyl]benzimidazole-5-carboxylic acid FC1=C(C=C(C(=C1)C1=NC(=CC=C1)OCC1=CN(C(C=C1)=O)C)F)CC=1N(C2=C(N1)C(=CC(=C2)C(=O)O)OCCOC)CC2OCC2